1-fluoro-N-((6S,7S)-5-(2-fluoro-3-methoxy-2-methylpropanoyl)-6-((2-fluoro-[1,1'-biphenyl]-3-yl)methyl)-5-azaspiro[2.4]heptan-7-yl)methanesulfonamide FCS(=O)(=O)N[C@@H]1[C@@H](N(CC12CC2)C(C(COC)(C)F)=O)CC=2C(=C(C=CC2)C2=CC=CC=C2)F